RICINELAIDIC ACID C(CCCCCCC\C=C\C[C@H](O)CCCCCC)(=O)O